tert-Butyl N-[4-[(6-chloro-8-methoxy-pyrido[3,2-d]pyrimidin-2-yl)amino]cyclohexyl]carbamate ClC=1C=C(C=2N=C(N=CC2N1)NC1CCC(CC1)NC(OC(C)(C)C)=O)OC